3-ethylcyclopentanal C(C)C1CC(CC1)C=O